N1(C=NC=C1)C=1C=C(CN(C=2OC=C(N2)CN2CCOCC2)CC2=CC(=CC=C2)OC)C=CC1 N-(3-(1H-imidazol-1-yl)benzyl)-N-(3-methoxybenzyl)-4-(morpholinomethyl)oxazol-2-amine